3-(4-methoxyphenyl)imidazo[1,2-a]pyrazin COC1=CC=C(C=C1)C1=CN=C2N1C=CN=C2